NC1=NN2C(C=C(C=C2)C=2C(=C(C(=O)NCC(C(O)C3=CC=C(C=C3)Cl)F)C(=CC2)Cl)F)=N1 3-(2-amino-[1,2,4]triazolo[1,5-a]pyridin-7-yl)-6-chloro-N-(3-(4-chlorophenyl)-2-fluoro-3-hydroxypropyl)-2-fluorobenzamide